(S)-1-(5-fluoro-4-((1-(5-phenyl-4,5-dihydro-1H-pyrazole-1-carbonyl)azetidin-3-yl)oxy)pyridin-2-yl)-N,3,5-trimethyl-1H-pyrazole-4-carboxamide FC=1C(=CC(=NC1)N1N=C(C(=C1C)C(=O)NC)C)OC1CN(C1)C(=O)N1N=CC[C@H]1C1=CC=CC=C1